COC1=CC2=C(N(C(O2)=O)CCNC(\C=C\C2=CC=C(C=C2)C#N)=O)C=C1 (E)-N-(2-(6-methoxy-2-oxo-2,3-dihydro-1,3-benzoxazol-3-yl)ethyl)-3-(4-cyanophenyl)acrylamide